CC1CC(CCCCCCCCCCC(C1)=O)=O 3-Methylcyclopentadecane-1,5-dione